2,4-dichloro-N-((1-(3-chloro-5-(trifluoromethyl)pyridin-2-yl)azetidin-3-yl)methyl)benzamide ClC1=C(C(=O)NCC2CN(C2)C2=NC=C(C=C2Cl)C(F)(F)F)C=CC(=C1)Cl